2,4,6-trimethyl-4-phenyl-3'-methylbenzophenone CC1=C(C(=O)C2=CC(=CC=C2)C)C(=CC(C1)(C1=CC=CC=C1)C)C